phenyl-N4-tetrahydropyran-4-yl-pyrimidine-2,4,5-triamine C1(=CC=CC=C1)C1=C(C(=NC(=N1)N)NC1CCOCC1)N